(2S,3S)-1,2-epoxy-3-(tert-butoxycarbonylamino)-4-phenylbutane C(C)(C)(C)OC(=O)N[C@H]([C@H]1CO1)CC1=CC=CC=C1